S(N)(OC1=CC(=CC=C1)F)(=O)=O.[Na] sodium m-fluorophenyl sulfamate